(1s,3S)-3-cyano-3-methoxycyclobutane C(#N)C1(CCC1)OC